Cl.ClC=1C=C(C=CC1Cl)NC(=N)NC(=N)N 1-(3,4-dichlorophenyl)biguanide hydrochloride